FC=1C=NC=2C3C=CC(C2C1)N3C(=O)OC(C)(C)C tert-butyl 3-fluoro-5,8-dihydro-5,8-epiminoquinoline-9-carboxylate